FC=1C=C(C=CC1F)N1CC2(C=3C1=NC=C(N3)C(=O)N3C(CN(CC3)C3=CC=C(C=N3)CC(=O)O)(C)C)CC(C2)(C)C 2-(6-(4-(5'-(3,4-difluorophenyl)-3,3-dimethyl-5',6'-dihydrospiro[cyclobutane-1,7'-pyrrolo[2,3-b]pyrazine]-2'-carbonyl)-3,3-dimethylpiperazin-1-yl)pyridin-3-yl)acetic acid